3-(4,5-Dimethyl-thiazol-2-yl)-2,5-diphenyl-tetrazolium bromide [Br-].CC=1N=C(SC1C)N1N([NH2+]C(=N1)C1=CC=CC=C1)C1=CC=CC=C1